FC1=C(C(=O)C2=NNC3=NC=C(C=C32)C3=CC(=C(C=C3)S(=O)(=O)N)F)C(=CC=C1SCCC)F 4-[3-[2,6-difluoro-3-(propylsulfanyl)benzoyl]-1H-pyrazolo[3,4-b]pyridin-5-yl]-2-fluorobenzenesulfonamide